tert-butyl (S)-2-((4-(6-((4-cyano-2-fluorobenzyl)oxy)pyridin-2-yl)-2-fluorophenyl)amino)-1-(oxetan-2-ylmethyl)-1H-benzo[d]imidazole-6-carboxylate C(#N)C1=CC(=C(COC2=CC=CC(=N2)C2=CC(=C(C=C2)NC2=NC3=C(N2C[C@H]2OCC2)C=C(C=C3)C(=O)OC(C)(C)C)F)C=C1)F